1-(2-((2-Methylquinazolin-4-yl)oxy)ethyl)-3-phenylazetidin-3-ol hydrochloride Cl.CC1=NC2=CC=CC=C2C(=N1)OCCN1CC(C1)(O)C1=CC=CC=C1